(3R*)-3-(3,8-Dimethyl[1,2,4]triazolo[4,3-a]pyridin-7-yl)-3-(7-{[(2R)-2-ethyl-7-hydroxy-2,3-dihydropyrido[2,3-f][1,4]oxazepin-4(5H)-yl]methyl}-1-benzothiophen-5-yl)propanoic acid CC1=NN=C2N1C=CC(=C2C)[C@H](CC(=O)O)C=2C=C(C1=C(C=CS1)C2)CN2C[C@H](OC1=C(C2)N=C(C=C1)O)CC |o1:11|